octaenoic acid C(C=CCCCCC)(=O)O